di(o-tolyl)phosphine 2-amino-4-oxo-5-(6-(trifluoromethyl)pyridin-3-yl)-4,5-dihydrofuran-3-yl-phenylmethanesulfonate NC=1OC(C(C1C(S(=O)(=O)O)C1=CC=CC=C1)=O)C=1C=NC(=CC1)C(F)(F)F.C1(=C(C=CC=C1)PC1=C(C=CC=C1)C)C